N-hydroxy-4-{2-[3-(N,N-dimethylaminomethyl)benzofuran-2-ylcarbonylamino]ethoxy}-benzamide ONC(C1=CC=C(C=C1)OCCNC(=O)C=1OC2=C(C1CN(C)C)C=CC=C2)=O